2-(methacryloyloxy)ethylmaleat C(C(=C)C)(=O)OCC/C(/C(=O)[O-])=C/C(=O)[O-]